tetrahydrothiopyran S1CCCCC1